2-chloro-4-[3-(3-Chloro-4-hydroxyphenyl)-1,1-dioxobenzo[c]oxathiol-3-yl]phenol ClC1=C(C=CC(=C1)C1(C2=C(S(O1)(=O)=O)C=CC=C2)C2=CC(=C(C=C2)O)Cl)O